C(C)(C)(C)OC(=O)N1CC(CC1)COCC(=S)NN.S1C(=CC=C1)[SiH3] 2-thienyl-silane tert-butyl-3-((2-hydrazineyl-2-thioxoethoxy)methyl)pyrrolidine-1-carboxylate